2-[3,5-bis(difluoromethyl)-1H-pyrazol-1-yl]-1-[4-(4-{(5S)-5-[2-chloro-6-(prop-2-yn-1-yloxy)phenyl]-4,5-dihydro-1,2-oxazole-3-yl}-1,3-thiazol-2-yl)piperidin-1-yl]ethanone FC(C1=NN(C(=C1)C(F)F)CC(=O)N1CCC(CC1)C=1SC=C(N1)C1=NO[C@@H](C1)C1=C(C=CC=C1OCC#C)Cl)F